3-{1-[2-amino-4-(trifluoromethoxy)benzoyl]piperidin-4-yl}-1H-pyrazolo[3,4-b]pyridine-5-carboxylic acid NC1=C(C(=O)N2CCC(CC2)C2=NNC3=NC=C(C=C32)C(=O)O)C=CC(=C1)OC(F)(F)F